C(C1=CC=CC=C1)C1C2=CC=CC=C2OC=2C=CC=C(C12)O 9-Benzyl-9H-xanthen-1-ol